N-[3-(5-chloro-1,3-benzoxazol-2-yl)-3-azaspiro[5.5]undecan-9-yl]-5-(cyclopropylmethylsulfonimidoyl)furan-2-carboxamide ClC=1C=CC2=C(N=C(O2)N2CCC3(CC2)CCC(CC3)NC(=O)C=3OC(=CC3)S(=O)(=N)CC3CC3)C1